COC=1C(=C(C=CC1)C=1C(=C2C(=NC(=NN2C1)C=1N(C=CN1)C)O)C1=NC=CC(=C1)C)C 6-(3-Methoxy-2-methylphenyl)-2-(1-methyl-1H-imidazol-2-yl)-5-(4-methylpyridin-2-yl)pyrrolo[2,1-f][1,2,4]triazin-4-ol